ClC=1N=C(C2=C(N1)N(C=C2)[C@@H]2C[C@@H]([C@@H]1[C@H]2OC(O1)(C)C)CO)NC ((3aR,4R,6R,6as)-6-(2-chloro-4-(methylamino)-7H-pyrrolo[2,3-d]pyrimidin-7-yl)-2,2-dimethyltetrahydro-4H-cyclopenta[d][1,3]dioxol-4-yl)methanol